C(C)C(COC(=O)C1CCC(CC1)C(=O)OCC(CCCC)CC)CCCC bis-(2-ethylhexyl)-1,4-cyclohexanedicarboxylate